Silicon-Zirconium-Iron [Fe].[Zr].[Si]